ClC=1C=CC(=C(C1)[C@H]1C[C@H](C1)NC(=O)C=1C=NN(C1)[C@H](C)C=1N=NC(=C(C1C)C)N1C([C@@H]2C[C@@H]2C1)=O)C#N |o1:19| N-((cis)-3-(5-chloro-2-cyanophenyl)cyclobutyl)-1-((R or S)-1-(4,5-dimethyl-6-((1R,5S)-2-oxo-3-azabicyclo[3.1.0]hexan-3-yl)pyridazin-3-yl)ethyl)-1H-pyrazole-4-carboxamide